ClC1=C(C(N(S1)CCCCCCCC)=O)Cl dichloro-2-n-octyl-4-isothiazolin-3-one